N-(2,3-dihydro-1H-inden-5-yl)-4-(1H-indol-3-yl)butanamide (7-methyl-[1,2,4]triazolo[1,5-a]pyridin-6-yl)carbamate CC1=CC=2N(C=C1NC(O)=O)N=CN2.C2CCC1=CC(=CC=C21)NC(CCCC2=CNC1=CC=CC=C21)=O